CC=1N=C2N(N=C(C(=C2C)C)N2CC=3C=C(C=NC3CC2)C2=C(C=CC=C2)C)C(C1)=O 2,8,9-trimethyl-7-(3-(o-tolyl)-7,8-dihydro-1,6-naphthyridin-6(5H)-yl)-4H-pyrimido[1,2-b]pyridazin-4-one